NC1=CC=CC(=N1)C1=CC=C(CN2CCS(CC2)(=O)=O)C=C1 [4-(6-aminopyridine-2-yl)benzyl]thiomorpholine-1,1-dioxide